2-methyl-1,4-bis(methoxycarbonyloxy)naphthalene CC1=C(C2=CC=CC=C2C(=C1)OC(=O)OC)OC(=O)OC